C(C)N(C1CCN(CC1)C1=NC(=C2N=CN(C2=N1)C(C)C)NCC1=C(C=CC=C1)N1N=CC=C1)CC 2-[4-(diethylamino)-1-piperidinyl]-9-isopropyl-N-[(2-pyrazol-1-ylphenyl)methyl]purin-6-amine